C(C1=CC=CC=C1)N(C(C1=CC=CC=C1)C(C)(C)C)CCOCCOCCC(NCCOCCOCCC)=O 2-benzyl-11-oxo-1-phenyl-tert-butyl-5,8,15,18-tetraoxa-2,12-diazaheneicosane